C1(=CC=CC2=CC=CC=C12)C1=C2C=CC=CC2=C(C2=CC=CC=C12)C=1C=NC2=CC=CC=C2C1 3-(10-(naphthalen-1-yl)anthracen-9-yl)quinoline